digerman [GeH3][GeH3]